(1S,3S,5S)-2-(2-(5-bromo-1-oxoisoindolin-2-yl)acetyl)-5-methyl-N-((R)-1-(1-(phenylsulfonyl)-1H-pyrrolo[3,2-c]pyridin-2-yl)ethyl)-2-azabicyclo[3.1.0]hexane-3-carboxamide BrC=1C=C2CN(C(C2=CC1)=O)CC(=O)N1[C@H]2C[C@]2(C[C@H]1C(=O)N[C@H](C)C1=CC=2C=NC=CC2N1S(=O)(=O)C1=CC=CC=C1)C